(R)-N-(3-(1-(4-(4-((1-(4-(2,6-dioxopiperidin-3-yl)phenyl)piperidin-4-yl)methyl)piperazine-1-carbonyl)phenyl)-3-(pyridin-4-yl)-1H-pyrazol-4-yl)-2-fluorophenyl)propane-1-sulfonamide O=C1NC(CC[C@@H]1C1=CC=C(C=C1)N1CCC(CC1)CN1CCN(CC1)C(=O)C1=CC=C(C=C1)N1N=C(C(=C1)C=1C(=C(C=CC1)NS(=O)(=O)CCC)F)C1=CC=NC=C1)=O